Cl.COC1=NC(=CC=C1NC(=O)C=1C(=NOC1C)C1=CC=CC=C1)C=1C=NC(=NC1)C(NCCNC)=O N-[2-methoxy-6-[2-[2-(methylamino)ethylcarbamoyl]pyrimidin-5-yl]-3-pyridyl]-5-methyl-3-phenyl-isoxazole-4-carboxamide hydrochloride